N-{3-[8-bromo-3-(2,2,2-trifluoroethyl)imidazo[1,2-a]pyridin-2-yl]prop-2-yn-1-yl}-2-fluoro-4-methanesulfonylaniline BrC=1C=2N(C=CC1)C(=C(N2)C#CCNC2=C(C=C(C=C2)S(=O)(=O)C)F)CC(F)(F)F